C(C)N(CCCC(C)N)CC N,N-diethylpentane-1,4-diamine